[Cl-].[Cl-].CC=1C(C2=CC=CC(=C2C1)C1=CC=CC=C1)[Zr+2] (2-methyl-4-phenyl-indenyl)zirconium dichloride